CN(C1=CC=C(C(=O)OC)C=C1)S(=O)(=O)C1=CC=C(C=C1)N1CCN(CC1)C methyl 4-[methyl-[4-(4-methylpiperazin-1-yl)phenyl]sulfonyl-amino]benzoate